CNC(O[C@@H]1CC[C@H](CC1)C(N(C[C@@H]1CC[C@H](CC1)C1=NC(=C(C=C1)OC)C)C1=NC=CC(=C1)C=1C=NN(C1)C1CC1)=O)=O trans-4-((4-(1-Cyclopropyl-1H-pyrazol-4-yl)pyridin-2-yl)((trans-4-(5-methoxy-6-methylpyridin-2-yl)cyclohexyl) methyl)carbamoyl)cyclohexyl methylcarbamate